CN(C(OC1=CC(=CC=C1)NC(=O)C1(CCN(CC1)C=1C2=C(N=CN1)NC=C2C)CN)=O)C 3-(4-(aminomethyl)-1-(5-methyl-7H-pyrrolo[2,3-d]pyrimidin-4-yl)piperidine-4-carboxamido)phenyl dimethylcarbamate